OC(CCCCCCCCCC(=O)O)CCC(CC=CCCCCCCC)O 11,14-Dihydroxy-tetracos-16-enoic acid